COC(=O)C12CC(C1)(C2)C2=NC(=CC=C2)C(F)(F)F 3-(6-(trifluoromethyl)pyridin-2-yl)bicyclo[1.1.1]Pentane-1-carboxylic acid methyl ester